3-methoxy-N,N-dimethyl-4-[(3-{4-[(1-methylpiperidin-4-yl)amino]-1-(2,2,2-trifluoroethyl)-1H-indol-2-yl}prop-2-yn-1-yl)amino]benzene-1-sulfonamide COC=1C=C(C=CC1NCC#CC=1N(C2=CC=CC(=C2C1)NC1CCN(CC1)C)CC(F)(F)F)S(=O)(=O)N(C)C